ethyl (5-fluoro-2-oxo-1-(1-(4-(propan-2-ylidene)cyclohexyl)piperidin-4-yl)indolin-3-yl)carbamate FC=1C=C2C(C(N(C2=CC1)C1CCN(CC1)C1CCC(CC1)=C(C)C)=O)NC(OCC)=O